BrC=1C=C(C=C(C1)Br)NC(=O)NC1=CC(=CC=C1)F 1-(3,5-dibromophenyl)-3-(3-fluorophenyl)urea